1-(4-fluorobenzoyl)cyclopropane-1-carboxylic acid FC1=CC=C(C(=O)C2(CC2)C(=O)O)C=C1